ClC1=CC=C(C=N1)CN1C(N(C=C1)CCC(=O)O)=N[N+](=O)[O-] 3-[3-[(6-chloropyridin-3-yl)methyl]-2-nitroiminoimidazol-1-yl]propionic acid